CN(CCNC(=O)C=1NC=C(C1)NC1=NC2=CC=CC=C2C=N1)C N-(2-(dimethylamino)ethyl)-4-(quinazolin-2-ylamino)-1H-pyrrole-2-carboxamide